OC(C)C1=CC2=C(N=CN=C2OC23CCC(CC2)(C3)N3C(N(CC3=O)C=3C=NC=C(C3)C(F)(F)F)=O)N1COCC[Si](C)(C)C 3-[4-[6-(1-hydroxyethyl)-7-(2-trimethylsilylethoxymethyl)pyrrolo[2,3-d]pyrimidin-4-yl]oxynorbornan-1-yl]-1-[5-(trifluoromethyl)-3-pyridyl]imidazolidine-2,4-dione